N1,N2-diethyl-phthalamide C(C)NC(C=1C(C(=O)NCC)=CC=CC1)=O